[6-(2,6-diazaspiro[3.3]hept-2-yl)-3-pyridinyl]-5-[(1R)-1-(3,5-dichloro-4-pyridinyl)ethoxy]-1H-indazole C1N(CC12CNC2)C2=CC=C(C=N2)N2N=CC1=CC(=CC=C21)O[C@H](C)C2=C(C=NC=C2Cl)Cl